NC1=NC2=C(C=3N1N=C(N3)C=3OC=CC3)SC(N2CCN2CCN(CC2)C2=C(C=C(C=C2)S(=O)(=N)C)F)=O 5-amino-3-(2-(4-(2-fluoro-4-(S-methylsulfonimidoyl)phenyl)piperazin-1-yl)ethyl)-8-(furan-2-yl)thiazolo[5,4-e][1,2,4]triazolo[1,5-c]pyrimidin-2(3H)-one